1-methoxy-5-[1-(1-methylpyrazol-4-yl)indazol-6-yl]oxy-5,6,7,8-tetrahydronaphthalene-2-carbonitrile COC1=C(C=CC=2C(CCCC12)OC1=CC=C2C=NN(C2=C1)C=1C=NN(C1)C)C#N